NN1C(=NC(=C1C(=O)N)C1=CC=C(C=C1)C(NC1=NC=CC(=C1)CC)=O)[C@H]1N(CCC1)C(C(=C)C)=O (S)-1-Amino-4-(4-((4-ethylpyridin-2-yl)carbamoyl)phenyl)-2-(1-methacryloylpyrrolidin-2-yl)-1H-imidazol-5-carboxamid